2-[2,2-difluoro-2-(pyridin-2-yl)ethyl]-8-methyl-N-[(1,3-oxazol-2-yl)methyl]-4,5-dihydro-2H-furo[2,3-g]indazole-7-carboxamide FC(CN1N=C2C3=C(CCC2=C1)OC(=C3C)C(=O)NCC=3OC=CN3)(C3=NC=CC=C3)F